tert-butyl (1-(2-chloroethyl)piperidin-4-yl)carbamate ClCCN1CCC(CC1)NC(OC(C)(C)C)=O